C1=CC=CC2=C1C=1C(=CC=3N4C5=C(C=CC=C5C3C1)C=1C=CC=CC14)C1=C(C4=C2C=CC=C4)C=CC=C1 indolo[3,2,1-jk]tribenzo[3,4:5,6:7,8]cycloocta[1,2-b]carbazole